N,N-dimethyl-3-(p-tolyl)propanamide (S)-benzyl-2-amino-6-(tert-butoxycarbonyl-(isopropyl)amino)-hexanoate C(C1=CC=CC=C1)OC([C@H](CCCCN(C(C)C)C(=O)OC(C)(C)C)N)=O.CN(C(CCC1=CC=C(C=C1)C)=O)C